FC1=C(C=C(C(=C1)[N+](=O)[O-])C)N1CCC(CC1)C 1-(2-fluoro-5-methyl-4-nitrophenyl)-4-methylpiperidine